COS(=O)(=O)C methylSulfonic acid methyl ester